C(C)(C)(C)OC(=O)NC=1C(=C(C=C2C=C(N=CC12)NC(=O)OC1CC(C1)O)C1=CN=C2CCCN(C2=C1C)C(=O)OC(C)(C)C)F tert-Butyl 7-(8-((tert-butoxycarbonyl)amino)-7-fluoro-3-((((1s,3s)-3-hydroxycyclobutoxy)carbonyl)amino)isoquinolin-6-yl)-8-methyl-3,4-dihydro-1,5-naphthyridine-1(2H)-carboxylate